[La].[Co].[Sr].[N+](=O)([O-])C1=NN(C=C1C=1C=C2CCNC(C2=CC1)=O)C=1C=C(C=C(C1)CN1CCCC1)NC(C=C)=O N-(3-(3-nitro-4-(1-oxo-1,2,3,4-tetrahydroisoquinolin-6-yl)-1H-pyrazol-1-yl)-5-(pyrrolidin-1-ylmethyl)phenyl)acrylamide strontium cobalt lanthanum